ClC1=C(C=NNC1=O)CCCN1CC2(C1)CC(C2)N(C2=C1C=NN(C(C1=C(C=C2)C)=O)C)C2CC2 5-((2-(3-(5-chloro-6-oxo-1,6-dihydropyridazin-4-yl)propyl)-2-azaspiro[3.3]heptan-6-yl)(cyclopropyl)amino)-2,8-dimethylphthalazin-1(2H)-one